(R)-(1-((((7-(2-cyano-4-(3,3-difluoropyrrolidin-1-yl)-4-methylpent-2-enoyl)-7-azabicyclo[2.2.1]heptan-1-yl)methoxy)carbonyl)amino)-2-phenylethyl)boronic acid C(#N)C(C(=O)N1C2(CCC1CC2)COC(=O)N[C@@H](CC2=CC=CC=C2)B(O)O)=CC(C)(C)N2CC(CC2)(F)F